O=C1NC(CC[C@@H]1C1=CC=C(C=C1)N1CCC(CC1)CCN1CCC(CC1)N(C(=O)C1(CCN(CC1)C1=CN=NC(=C1)C1=C(C=CC=C1)O)C1=CC(=CC=C1)OC)C)=O N-{1-[2-(1-{4-[(3R)-2,6-dioxopiperidin-3-yl]phenyl}piperidin-4-yl)ethyl]piperidin-4-yl}-1-[6-(2-hydroxyphenyl)pyridazin-4-yl]-4-(3-methoxyphenyl)-N-methylpiperidine-4-carboxamide